tert-Butyl (R)-3-(1-(((benzyloxy)carbonyl)amino)-2-oxoethyl)azetidine-1-carboxylate C(C1=CC=CC=C1)OC(=O)N[C@@H](C=O)C1CN(C1)C(=O)OC(C)(C)C